NC1=C(C2=C(C=3N(C(=C2)C2CC2)N=CN3)N1C1=C(C(=CC=C1C)OC)C)C(=O)N 8-amino-5-cyclopropyl-9-(3-methoxy-2,6-dimethylphenyl)-9H-pyrrolo[2,3-c][1,2,4]triazolo[1,5-a]pyridine-7-carboxamide